4-(2-((3-(methylthio)phenyl)amino)ethyl)phenol CSC=1C=C(C=CC1)NCCC1=CC=C(C=C1)O